tert-butyl (R)-3,4-dichloro-12-oxo-1-(2-oxa-6-azaspiro[3.4]octan-6-yl)-6a,7,9,10-tetrahydro-6H-pyrazino[2,1-c]pyrido[3,4-f][1,4]oxazepine-8(12H)-carboxylate ClC1=C(C2=C(C(N3[C@@H](CO2)CN(CC3)C(=O)OC(C)(C)C)=O)C(=N1)N1CC3(COC3)CC1)Cl